ClC1=C(C=CC=C1)C(C(=O)NC1=CC(=C(C=C1)N1N=CC(=C1)C(F)(F)F)S(N)(=O)=O)O 2-(2-chlorophenyl)-2-hydroxy-N-{3-sulfamoyl-4-[4-(trifluoromethyl)-1H-pyrazol-1-yl]phenyl}acetamide